BrC1=CC=C(C=C1)NNC(CC1NC(C(C1=O)=C(C)NNC1=CC=C(C=C1)C)=O)=O N'-(4-bromophenyl)-2-(4-(1-(2-(4-methylphenyl)hydrazino)ethylidene)-3,5-dioxopyrrolidin-2-yl)acethydrazide